C(C1=CC=CC=C1)C1CC12CN(C(=CC2)OS(=O)(=O)C(F)(F)F)C(=O)OC2(CN(C(CC2)C)C2CNC(CC2)[N+](=O)[O-])C 3,6-dimethyl-1-(6-nitropiperidin-3-yl)piperidin-3-ol Benzyl-6-(((trifluoromethyl)sulfonyl)oxy)-5-azaspiro[2.5]oct-6-ene-5-carboxylate